1-hydroxy-3-pentylamino-propylenebisphosphonic acid monosodium salt monohydrate O.[Na+].OC(C(CNCCCCC)P(O)(O)=O)P([O-])(O)=O